3-(4-(5-(difluoromethyl)-1,3,4-oxadiazole-2-yl)-2-fluorobenzyl)-5-fluoro-1-(1-methylpiperidine-4-yl)-1,3-dihydro-2H-benzo[d]imidazole-2-one FC(C1=NN=C(O1)C1=CC(=C(CN2C(N(C3=C2C=C(C=C3)F)C3CCN(CC3)C)=O)C=C1)F)F